O=C=C=O 1,2-Dioxoethylene